NC1CCN(CC1)C=1N(C(C(=C(N1)C1=CC(=C(C#N)C=C1)F)C=1C=NN(C1)CC(F)(F)F)=O)C 4-{2-(4-amino-piperidin-1-yl)-1-methyl-6-oxo-5-[1-(2,2,2-trifluoro-ethyl)-1H-pyrazol-4-yl]-1,6-dihydro-pyrimidin-4-yl}-2-fluoro-benzonitrile